((3S,4R)-3-Amino-4-fluoro-pyrrolidin-1-yl)-(5-chloro-6,7-difluoro-1H-indol-2-yl)-methanone N[C@H]1CN(C[C@H]1F)C(=O)C=1NC2=C(C(=C(C=C2C1)Cl)F)F